(2S)-2-(4-(5-(2-((tert-butyldimethylsilyl)oxy)ethoxy)-4,5-dihydropyrazine-2-carbonyl)-3,3-dimethylpiperazin-1-yl)-N-(5-(2,4-difluorophenoxy)pyrazin-2-yl)propanamide [Si](C)(C)(C(C)(C)C)OCCOC1NC=C(N=C1)C(=O)N1C(CN(CC1)[C@H](C(=O)NC1=NC=C(N=C1)OC1=C(C=C(C=C1)F)F)C)(C)C